NCC(C[SiH2]C(OC)OC)C 3-Amino-2-methylpropyl(dimethoxymethylsilan)